ClC=1C=C(C=NC1N1N=CC=N1)NC(=O)NC1=C(C=2N(N=C1)C=C(N2)C)C(C)(C)OC N-(5-chloro-6-(2H-1,2,3-Triazol-2-yl)pyridin-3-yl)-N'-(8-(2-methoxypropan-2-yl)-2-methylimidazo[1,2-b]pyridazine-7-yl)urea